FC1=C(C=CC(=C1)OC(F)(F)F)C1CN(C1)C(=O)N1C[C@@H]2[C@@H](OCC(N2)=O)CC1 (4aR,8aS)-6-(3-(2-Fluoro-4-(trifluoromethoxy)phenyl)azetidin-1-carbonyl)hexahydro-2H-pyrido[4,3-b][1,4]oxazin-3(4H)-on